5-(3,4-dimethyl-3-hexyloxycarbonyl)-bicyclo[2.2.1]hept-2-ene CC(CC)(C(CC)C)OC(=O)C1C2C=CC(C1)C2